P(=O)(OC(CCC)CCCCCCCC)(OC1=CC=CC=C1)[O-] mono(4-dodecyl) phenyl phosphate